(5RS)-5-(4-bromo-2-methylbenzyl)-3-[5-(3-chlorobenzyl)-3-methylpyridazin-4-yl]-5,6-dihydro-4H-1,2,4-oxadiazine BrC1=CC(=C(C[C@H]2NC(=NOC2)C2=C(N=NC=C2CC2=CC(=CC=C2)Cl)C)C=C1)C |r|